NCC1=C2CN(CC2=CC=C1)C(=O)OC(C)(C)C tert-butyl 4-(aminomethyl)isoindoline-2-carboxylate